CC=1C(=CC(=NC1)NC1=CC=CC=C1)N 5-methyl-N-phenylpyridine-2,4-diamine